COC1=C(C=2C(C=CC(C2C=C1)=O)=O)N1C(C=CC1=O)=O (2-methoxy-5,8-dioxo-5,8-dihydronaphthalen-1-yl)-1H-pyrrole-2,5-dione